(1S,3S,4S)-2-(1-((3-chlorophenyl)amino)cyclopropane-1-carbonyl)-N-((S)-1-cyano-2-((R)-2-oxopiperidin-3-yl)ethyl)-5,5-difluoro-2-azabicyclo[2.2.2]octane-3-carboxamide ClC=1C=C(C=CC1)NC1(CC1)C(=O)N1[C@@H]2CC([C@H]([C@H]1C(=O)N[C@@H](C[C@@H]1C(NCCC1)=O)C#N)CC2)(F)F